OC1=CC=C(C=C1)C(C1=CC=C(C=C1)Br)C1=CC=C(C=C1)O bis(4-hydroxyphenyl)-4-bromophenyl-methane